FC(C(=O)O)(C1=NC=C(C=C1)C)F 2,2-difluoro-2-(5-methylpyridin-2-yl)acetic acid